C(=O)(O)C=1C(=C(C(=O)NC2=CC=CC(=N2)C(=O)O)C=C(C1)O)O 6-(3-carboxy-2,5-dihydroxybenzoylamino)picolinic acid